(S)-N-(5-chloropyrazin-2-yl)-2-((S)-3,3-difluorocyclopentyl)-2-(4-(2-methyl-2H-tetrazol-5-yl)phenyl)acetamide ClC=1N=CC(=NC1)NC([C@H](C1=CC=C(C=C1)C=1N=NN(N1)C)[C@@H]1CC(CC1)(F)F)=O